BrC1=CC=2OCCC3N(C2N=C1)CCNC3 3-bromo-6,7,7a,8,10,11-hexahydro-9H-pyrazino[1,2-d]pyrido[3,2-b][1,4]oxazepin